2-(4-aminophenyl)-2-methylpropionitrile NC1=CC=C(C=C1)C(C#N)(C)C